F[C@@]12[C@@H](CNCC1)CN(C2=O)C=2C=C(C=CC2)C(CC(=O)O)C 3-(3-((3aS,7aR)-7a-fluoro-1-oxooctahydro-2H-pyrrolo[3,4-c]pyridin-2-yl)phenyl)butyric acid